FC(C(=O)O)(F)F.FC=1C=C(C=CC1F)C=1C=C2C(=NC1)C=NN2CC=2C=NC=CC2C 6-(3,4-Difluorophenyl)-1-[(4-methyl-3-pyridyl)methyl]pyrazolo[4,3-b]pyridine trifluoroacetate salt